CC1CCC(CC1)\N=C\1/OC(C(=C1CC(=O)OCC)CC1=CC=C(C=C1)[N+](=O)[O-])=O Ethyl (Z)-2-(2-((4-methyl cyclohexyl) imino)-4-(4-nitrobenzyl)-5-oxo-2,5-dihydrofuran-3-yl)acetate